CN(C1=CC(=NC(=C1)S(=O)(=O)C)C1=CN(C2=CN=C(C=C21)NC(C)=O)C)C N-(3-(4-(dimethylamino)-6-(methylsulfonyl)pyridin-2-yl)-1-methyl-1H-pyrrolo[2,3-c]pyridin-5-yl)acetamide